((S)-3-(3,5-difluorophenyl)isoxazolidin-2-yl)((3R,4S)-3-fluoro-1-(5-(methylsulfonyl)pyrimidin-2-yl)piperidin-4-yl)methanone FC=1C=C(C=C(C1)F)[C@H]1N(OCC1)C(=O)[C@H]1[C@H](CN(CC1)C1=NC=C(C=N1)S(=O)(=O)C)F